O[C@H](CCC)C1=CC(=C(C=N1)C=1C(=NC2=CC(=NC=C2C1)NC(=O)C1CC1)OC)C N-(3-{6-[(1R)-1-hydroxybutyl]-4-methylpyridin-3-yl}-2-methoxy-1,6-naphthyridin-7-yl)cyclopropane-1-carboxamide